FC=1C=CC(=NC1)NC1=CC2=C(N=C(S2)N2C(C3C4C=CC(C3C2=O)C4)=O)C=C1 4-[6-[(5-fluoro-2-pyridyl)amino]-1,3-benzothiazol-2-yl]-4-azatricyclo[5.2.1.02,6]dec-8-ene-3,5-dione